(4R,5S,6R)-6-(acetoxymethyl)-tetrahydro-2,4,5-triacetoxy-pyran C(C)(=O)OC[C@@H]1[C@H]([C@@H](CC(O1)OC(C)=O)OC(C)=O)OC(C)=O